5-(3-((3S,4R)-4-(3,4-difluorophenyl)-1-(2-methoxyethyl)pyrrolidin-3-yl)ureido)-1-phenyl-1H-pyrazole-4-carboxamide FC=1C=C(C=CC1F)[C@H]1[C@@H](CN(C1)CCOC)NC(NC1=C(C=NN1C1=CC=CC=C1)C(=O)N)=O